CC1=C(C=C(C=C1)C(=O)N1CCC(CC1)C1=CC=C(C=C1)OC1=NC=CC=N1)NS(=O)(=O)CC1=CC=CC=C1 N-(2-methyl-5-(4-(4-(pyrimidin-2-yloxy)phenyl)piperidine-1-carbonyl)phenyl)-1-phenyl-methanesulfonamide